6-(4-amino-3-methyl-2-oxa-8-azaspiro[4.5]decan-8-yl)-3-(2,3-dichlorophenyl)-2-methylpyrimidin-4(3H)-one NC1C(OCC12CCN(CC2)C2=CC(N(C(=N2)C)C2=C(C(=CC=C2)Cl)Cl)=O)C